tert-butyl 9-bromo-3-azaspiro[5.5]undecane-3-carboxylate BrC1CCC2(CCN(CC2)C(=O)OC(C)(C)C)CC1